(E)-N-(6-cyclopropyl-5-(2-(4,4-difluorocyclohexyl)vinyl)pyridin-3-yl)methanesulfonamide C1(CC1)C1=C(C=C(C=N1)NS(=O)(=O)C)\C=C\C1CCC(CC1)(F)F